NC1=C2N=CN(C2=NC(=N1)C#CC(C)(C)O)C1CCC(CC1)C(=O)NC1=CC(=CC=C1)OC 4-[6-amino-2-(3-hydroxy-3-methylbut-1-yn-1-yl)-9H-purin-9-yl]-N-(3-methoxyphenyl)cyclohexanecarboxamide